FC1=CC=CC(=N1)[C@H](C)N (S)-1-(6-fluoropyridin-2-yl)ethan-1-amine